OC1=C(C=CC=C1)C1=CC(=C(N=N1)NC(=O)OC(C)OC(C(C)C)=O)N1N=CC(=C1)N1C(CN(CC1)C(=O)OC(C)(C)C)=O tert-butyl 4-(1-(6-(2-hydroxyphenyl)-3-(((1-(isobutyryloxy)ethoxy)carbonyl)amino)pyridazin-4-yl)-1H-pyrazol-4-yl)-3-oxopiperazine-1-carboxylate